FC=1C=CC(=C(C1)B(O)O)COCCCCCCC (5-FLUORO-2-[(HEPTYLOXY)METHYL]PHENYL)BORANEDIOL